(3s,4s)-4-(3-(2-chlorophenoxy)-2,2-dimethylpropionamido)-3-fluoropiperidine-1-carboxylic acid tert-butyl ester C(C)(C)(C)OC(=O)N1C[C@@H]([C@H](CC1)NC(C(COC1=C(C=CC=C1)Cl)(C)C)=O)F